C1(=CC=CC=C1)C1=C(C(=NS1)C(=O)O)C(F)(F)F 5-PHENYL-4-(TRIFLUOROMETHYL)ISOTHIAZOLE-3-CARBOXYLIC ACID